C(#CC)C=1C(NC(NC1)=O)=O C(5)-propynyluracil